1-(6-(7,7-dimethyl-4-(8-methyl-1-naphthalenyl)-5,6,7,8-tetrahydro-2-quinazolinyl)-2,6-diazaspiro[3.4]octan-2-yl)-2-propen-1-one CC1(CCC=2C(=NC(=NC2C1)N1CC2(CN(C2)C(C=C)=O)CC1)C1=CC=CC2=CC=CC(=C12)C)C